ClCC1=C(C2=CC=CC=C2C=C1)C1=C(C=CC2=CC=CC=C12)C 2-chloromethyl-2'-methyl-1,1'-binaphthyl